BrC1C2(C3=CC=CC=C3C1)CCC(CC2)=O bromo-2',3'-dihydrospiro[cyclohexane-1,1'-indene]-4-one